[Ag].[Zn].[Pb] Lead-Zinc Silver